2-(5-amino-2-bromo-4-nitro-phenoxy)-N,N-dimethyl-acetamide NC=1C(=CC(=C(OCC(=O)N(C)C)C1)Br)[N+](=O)[O-]